ethyl 3-ethyl-α-cyanocinnamate C(C)C=1C=C(C=C(C(=O)OCC)C#N)C=CC1